FC1=C(CN2N=CC=3C(N[C@@H](CC32)C)=O)C=CC=C1 |r| rac-1-(2-fluorobenzyl)-6-methyl-1,5,6,7-tetrahydro-4H-pyrazolo[4,3-c]pyridin-4-one